The molecule is a L-glutamine derivative obtained by formal condensation of the side-chain carboxy group of L-glutamine with one of the amino groups of 2-(4-{[5-(aminomethyl)furan-3-yl]methoxy}phenyl)ethan-1-amine. It has a role as a bacterial metabolite. It is a L-glutamine derivative, a member of furans, a primary amino compound and an aromatic ether. C1=CC(=CC=C1CCNC(=O)CC[C@@H](C(=O)O)N)OCC2=COC(=C2)CN